COC=1C=C2[C@]3(C(NC2=CC1)=O)[C@@H](C3)C3=CC=C1C(=NNC1=C3)NC3=NC=NC=C3OC (1r,2s)-5'-methoxy-2-{3-[(5-methoxypyrimidin-4-yl)amino]-1H-indazol-6-yl}spiro[cyclopropan-1,3'-indol]-2'(1'H)-one